BrC1=CC(=C(C=C1)NC(=O)C1=C(C=NN1C)CC(CO)O)C N-(4-bromo-2-methylphenyl)-4-(2,3-dihydroxypropyl)-1-methyl-1H-pyrazole-5-carboxamide